N-(5-(2-amino-8-ethylquinazolin-6-yl)-3-fluoro-6-methylpyridin-2-yl)-2-chlorobenzenesulfonamide NC1=NC2=C(C=C(C=C2C=N1)C=1C=C(C(=NC1C)NS(=O)(=O)C1=C(C=CC=C1)Cl)F)CC